ClC1=NC=C(C=N1)COC1=CC=C(C=C1)C(C)(C)C1=CC=C(OC2CC(C2)NC([O-])=O)C=C1 (3-(4-(2-(4-((2-chloropyrimidin-5-yl)methoxy)phenyl)propan-2-yl)phenoxy)cyclobutyl)carbamate